2-bromo-1,3-dimethyl-5-((6-(4-vinylphenoxy)hexyl)oxy)benzene BrC1=C(C=C(C=C1C)OCCCCCCOC1=CC=C(C=C1)C=C)C